C(C)(C)NC(C1=CC(=CC(=C1)NC(C(C)C)=O)NC(C(C)C)=O)=O N-isopropyl-3,5-bis-(isobutyrylamino)-benzamide